N-(3-cyclopropyl-7-((3-fluorophenyl)amino)pyrazolo[1,5-a]pyrimidin-5-yl)-1-(trimethylsilyl)cyclobutane-1-carboxamide C1(CC1)C=1C=NN2C1N=C(C=C2NC2=CC(=CC=C2)F)NC(=O)C2(CCC2)[Si](C)(C)C